COC=1C=C(C=C(C1)OC)N1C=2C=C(C(=C(C2C(C2=C(C=C(C=C12)OC)OC)C1=C(C=C(C=C1C)C)C)OC)C1=CC=CC=C1)OC 10-(3,5-dimethoxyphenyl)-9-mesitylphenyl-1,3,6,8-tetramethoxyacridine